C(C=1C=C(C=CC1)NC1=CC(=CC=C1)C([2H])([2H])[2H])([2H])([2H])[2H] bis(3-(methyl-d3)phenyl)amine